[[[(3aS,7aS)-3a-(3,4-dimethoxyphenyl)-1-methyl-2,3,4,5,7,7a-hexahydroindol-6-ylidene]amino]carbamoylamino]benzoic acid COC=1C=C(C=CC1OC)[C@@]12CCN([C@H]2CC(CC1)=NNC(=O)NC1=C(C(=O)O)C=CC=C1)C